CN1C(=NC(=C1)C(F)(F)F)N1CCC(CC1)(O)C[N+](=O)[O-] 1-(1-methyl-4-(trifluoromethyl)-1H-imidazol-2-yl)-4-(nitromethyl)piperidin-4-ol